ClC1=NN2C(C(=N1)N1C[C@H](CC1)O)=CC=C2 (S)-1-(2-chloropyrrolo[2,1-f][1,2,4]triazin-4-yl)pyrrolidin-3-ol